((S)-2-oxopyrrolidin-3-yl)propanoate O=C1NCC[C@@H]1OC(CC)=O